ClC1=CC2=C(C=N1)C(=CN2C(C)C)I 6-chloro-3-iodo-1-isopropyl-1H-pyrrolo[3,2-c]pyridine